FC(C)(F)C1=NC(=CC(=N1)NC1=CC(=NC=C1OCCOC)NC(OC)=O)CC methyl (4-((2-(1,1-difluoroethyl)-6-ethylpyrimidin-4-yl)amino)-5-(2-methoxyethoxy)pyridin-2-yl)carbamate